[Si](C)(C)(C(C)(C)C)OCC=1C=CC(=C2C(=CNC12)C)CNC1=CN=C2C(=N1)N=C(C=C2)N2CCC(CC2)O 1-(3-{[(7-{[(tert-butyldimethylsilyl)oxy]methyl}-3-methyl-1H-indol-4-yl)methyl]amino}pyrido[2,3-b]pyrazin-6-yl)piperidin-4-ol